2,2'-ethyliminodiethanol C(C)N(CCO)CCO